COC1=C(C=CC(=C1)C1=CC2=C(CC3=C2NN=C3C3=CC=C2C=NN(C2=C3)C)S1)C(=O)N1CCOCC1 (2-Methoxy-4-(3-(1-methyl-1H-indazol-6-yl)-1,4-dihydrothieno[2',3':4,5]cyclopenta[1,2-c]pyrazol-6-yl)phenyl)(N-morpholinyl)methanone